Cl.ClC=1C=CC(=C(CNC([C@H](C)N2C(CC(C2)CC2=CC=C(C=C2)C=2C=NC=CC2)C(=O)N)=O)C1)N1N=NN=C1 ((S)-1-((5-chloro-2-(1H-tetrazol-1-yl)benzyl)amino)-1-oxopropan-2-yl)-4-(4-(pyridin-3-yl)benzyl)pyrrolidine-2-carboxamide hydrochloride